ClC1=C(C=C(C=C1)F)C1NC(C=2C1=C(C=C1C=CC=NC21)C2=C(C(=O)N)C=C(C=C2C(F)(F)F)F)=O [7-(2-chloro-5-fluorophenyl)-9-oxo-8,9-dihydro-7H-pyrrolo[4,3-H]quinolin-6-yl]-5-fluoro-3-(trifluoromethyl)benzamide